C(=O)O.CN(C)C[C@H]1CN(CCC1)C1=NC=C(C(=N1)OCC)C(=O)NC=1C=C(C=2N(C1)C=C(N2)C)F (S)-2-(3-((dimethylamino)methyl)piperidin-1-yl)-4-ethoxy-N-(8-fluoro-2-methylimidazo[1,2-a]pyridin-6-yl)pyrimidine-5-carboxamide formate salt